C(=C)C1CC[C@H](N1C(=O)OC(C)(C)C)C(=O)OC(C)(C)C Di-tert-butyl (2S)-5-ethenylpyrrolidine-1,2-dicarboxylate